(E)-tert-butyl (3-fluoro-2-(((1-oxo-1,2,3,4-tetrahydroisoquinolin-6-yl)oxy)methyl)allyl)carbamate F/C=C(\CNC(OC(C)(C)C)=O)/COC=1C=C2CCNC(C2=CC1)=O